(Z)-2-(3-fluoro-1-(5-(trifluoromethyl)pyrimidin-2-yl)piperidin-4-ylidene)acetic acid FC\1CN(CC/C1=C/C(=O)O)C1=NC=C(C=N1)C(F)(F)F